[Se]1CN=CC2=C1C=CC=C2 2H-Benzo[e][1,3]selenazine